C(C1C(C(=O)[O-])CCC=C1)(=O)OCCOC(C=C)=O mono(2-acryloyloxyethyl) tetrahydrophthalate